C1(CC1)C(=O)N1CC2(CN(C2)C(=O)C2=NNC(=C2)CC)C1 (6-(Cyclopropanecarbonyl)-2,6-diazaspiro[3.3]heptan-2-yl)(5-ethyl-1H-pyrazol-3-yl)methanone